ClC1=C(C=CC=C1)C1(C(CCCC1)=O)N(C(OC(C)Cl)=O)C 1-chloroethyl (1-(2-chlorophenyl)-2-oxocyclohexyl)(methyl)carbamate